4-Methoxy-7-phenyl-3H-imidazo[4,5-c]pyridin-2-ylamine COC1=NC=C(C2=C1NC(=N2)N)C2=CC=CC=C2